The molecule is a tetrapeptide that consists of four piperidine-4-carboxylic acid units (connected via amide linkages) where the amino terminus is acylated by a 3-[2-(2-{[4-(indol-3-yl)butanoyl]amino}ethoxy)ethoxy]propanoyl group and the carboxy terminus is formally condensed with the amino group of 3-[2-(2-aminoethoxy)ethoxy]propanoic acid, the carboxy group of which is in turn formally condensed with the alpha-amino group of N(6)-5-nitrofuroyllysine bearing a polyether moiety at its carboxy terminus. It is a C-nitro compound, a member of furans, a member of indoles, a polyether and a tetrapeptide. C1CN(CCC1C(=O)N2CCC(CC2)C(=O)N3CCC(CC3)C(=O)N4CCC(CC4)C(=O)NCCOCCOCCC(=O)NC(CCCCNC(=O)C5=CC=C(O5)[N+](=O)[O-])C(=O)NCCOCCOCCOCCOCCOCCC(=O)N)C(=O)CCOCCOCCNC(=O)CCCC6=CNC7=CC=CC=C76